1-(2-Bromo-4-iodophenyl)ethanone BrC1=C(C=CC(=C1)I)C(C)=O